2-acryloxy-n-pentylthio-5-n-pentylthio-1,3,4-thiadiazole C(C=C)(=O)OC(CSC=1SC(=NN1)SCCCCC)CCC